(R)-benzyl 2-(fluoromethyl)piperazine-1-carboxylate FC[C@@H]1N(CCNC1)C(=O)OCC1=CC=CC=C1